C(C=C)(=O)N[C@@H]1[C@@H](CCC1)NC(=O)C=1SC=2N=CC=C3N(C(NC1C23)=O)C2=CC=C(C=C2)OC=2C(=NC=CC2)C N-((1R,2S)-2-acrylamidocyclopentyl)-5-(4-((2-methylpyridin-3-yl)oxy)phenyl)-4-oxo-4,5-dihydro-3H-1-thia-3,5,8-triazaacenaphthylene-2-carboxamide